1-(4-((2-((6-(1H-pyrazol-4-yl)benzo[d]thiazol-2-yl)amino)pyridin-4-yl)methyl)piperazin-1-yl)ethanone N1N=CC(=C1)C1=CC2=C(N=C(S2)NC2=NC=CC(=C2)CN2CCN(CC2)C(C)=O)C=C1